O(C1=CC=CC=C1)C=1C=C(CCC(CCN)N)C=CC1 (3-phenoxyphenethyl)propane-1,3-diamine